NC1=NNC2=C1C(=NC=C2C2=NC=C(C=C2)CN2CCN(CC2)C2CNC2)C2=CC=C(CNC(C1=C(C=CC(=C1)F)OC)=O)C=C2 N-(4-(3-amino-7-(5-((4-(azetidin-3-yl)piperazin-1-yl)methyl)pyridin-2-yl)-1H-pyrazolo[4,3-c]pyridin-4-yl)benzyl)-5-fluoro-2-methoxybenzamide